2-chloro-N-cyclopropyl-5-(1-(2,6-dichloro-4-(perfluoropropan-2-yl)phenyl)-1H-pyrazol-4-yl)-N-(2-ethoxyethyl)nicotinamide ClC1=C(C(=O)N(CCOCC)C2CC2)C=C(C=N1)C=1C=NN(C1)C1=C(C=C(C=C1Cl)C(C(F)(F)F)(C(F)(F)F)F)Cl